tert-butyl 4-[2-[(2-methyl-5-nitro-phenyl)sulfonylamino]ethyl]benzoate CC1=C(C=C(C=C1)[N+](=O)[O-])S(=O)(=O)NCCC1=CC=C(C(=O)OC(C)(C)C)C=C1